FC(C(=O)O)(F)F.C(C1=CC=CC=C1)N(CC(=O)O)CCN(CC1=C(C=CC=C1)O)CC(=O)O 2-(benzyl(2-((carboxymethyl)(2-hydroxybenzyl)amino)ethyl)amino)acetic acid 2,2,2-trifluoroacetate Salt